N-((2-(6-((2R,6S)-2,6-dimethylmorpholinyl)-5-methoxypyridin-2-yl)-1,6-naphthyridin-7-yl)methyl)-3-(Methylsulfonyl)benzofuran-5-carboxamide C[C@@H]1CN(C[C@@H](O1)C)C1=C(C=CC(=N1)C1=NC2=CC(=NC=C2C=C1)CNC(=O)C=1C=CC2=C(C(=CO2)S(=O)(=O)C)C1)OC